(1R,4S,5R)-5-methylquinuclidin-3-one hydrochloride Cl.C[C@@H]1[C@H]2C(CN(C1)CC2)=O